(S)-N-(3-(1-((1-(3,4-dimethoxyphenyl)-1H-pyrazolo[3,4-b]pyrazin-6-yl)amino)ethyl)phenyl)-5-methylnicotinamide COC=1C=C(C=CC1OC)N1N=CC=2C1=NC(=CN2)N[C@@H](C)C=2C=C(C=CC2)NC(C2=CN=CC(=C2)C)=O